diiodoxanol I1([IH]OCCC1)O